C(C)(C)(C)OC(=O)N[C@H](C(=O)N1[C@@H]([C@H]2[C@H]3C=C[C@@H]([C@H]2C1)C3(F)F)C(=O)OC)C(C)(C)C methyl (1S,3aS,4S,7R,7aR)-2-((S)-2-((tert-butoxycarbonyl)amino)-3,3-dimethylbutanoyl)-8,8-difluoro-2,3,3a,4,7,7a-hexahydro-1H-4,7-methanoisoindole-1-carboxylate